N-[4-(2-fluorophenoxy)-6-(2-isopropylphenyl)pyrimidin-2-yl]-3-(trifluoromethyl)benzenesulfonamide FC1=C(OC2=NC(=NC(=C2)C2=C(C=CC=C2)C(C)C)NS(=O)(=O)C2=CC(=CC=C2)C(F)(F)F)C=CC=C1